C[Si](CCOCN1N=CC=C1C(=O)N)(C)C 1-{[2-(trimethylsilyl)ethoxy]Methyl}-1H-pyrazole-5-carboxamide